N1(N=CC=C1)CC1=C(C=C(C(=O)NS(=O)(=O)C2=C(C=CC=3CCOC32)OC)C=C1)OC 4-((1H-pyrazol-1-yl)methyl)-3-methoxy-N-((6-methoxy-2,3-dihydrobenzofuran-7-yl)sulfonyl)benzamide